4-[7-(1H-indol-6-ylmethyl)-2,7-diazaspiro[3.5]non-2-yl]-6-(2,2,2-trifluoroethyl)quinazoline N1C=CC2=CC=C(C=C12)CN1CCC2(CN(C2)C2=NC=NC3=CC=C(C=C23)CC(F)(F)F)CC1